C(C1=CC=CC=C1)OC=1C=C(C#N)C=C(C1C(=O)N1CC2=CC=C(C=C2C1)O[C@@H]1CN(CC1)C)O (S)-3-(Benzyloxy)-5-hydroxy-4-(5-((1-methylpyrrolidin-3-yl)oxy)isoindoline-2-carbonyl)benzonitrile